tert-Butyl (2R,3R)-2-[[tert-butyl(diphenyl)silyl]oxymethyl]-3-hydroxy-5-oxo-pyrrolidine-1-carboxylate [Si](C1=CC=CC=C1)(C1=CC=CC=C1)(C(C)(C)C)OC[C@H]1N(C(C[C@H]1O)=O)C(=O)OC(C)(C)C